OC1=C(C=C(C=C1N)[N+](=O)[O-])[N+](=O)[O-] 2-hydroxy-3-amino-1,5-dinitrobenzene